[Si](C)(C)(C(C)(C)C)OCC1=CC2=NC=CC(=C2S1)C=1C=C(C=C2CCCN(C12)C1CN(C2(COC2)C1)S(=O)(=O)C(C)(C)C)Cl 7-(8-(2-(((tert-butyldimethylsilyl)oxy)methyl)thieno[3,2-b]pyridin-7-yl)-6-chloro-3,4-dihydroquinolin-1(2H)-yl)-5-(tert-butylsulfonyl)-2-oxa-5-azaspiro[3.4]octane